CN(C=1C=CC(=C(N)C1)F)C 5-(dimethylamino)-2-fluoroaniline